FC(C(=O)NC(C(=O)O)CCN(CCCCC1=NC=2NCCCC2C=C1)CC(CF)OC)(C1=CC=CC=C1)F 2-[(2,2-difluoro-2-phenyl-acetyl)amino]-4-[[3-fluoro-2-methoxy-propyl]-[4-(5,6,7,8-tetrahydro-1,8-naphthyridin-2-yl)butyl]amino]butanoic acid